FC1=CC=CC=2[C@H](C3(CCN(CC3)C3=CN=C4C(=N3)N(N=C4I)C4OCCCC4)OC21)NC(OC(C)(C)C)=O tert-butyl ((3R)-7-fluoro-1'-(3-iodo-1-(tetrahydro-2H-pyran-2-yl)-1H-Pyrazolo[3,4-b]pyrazin-6-yl)-3H-spiro[benzofuran-2,4'-piperidin]-3-yl)carbamate